(S)-2-allyl-1-(7-(1,1-difluoroethyl)-7-hydroxy-6,7-dihydro-5H-cyclopenta[b]pyridin-2-yl)-6-((4-(4-methylpiperazin-1-yl)phenyl)amino)-1,2-dihydro-3H-pyrazolo[3,4-d]pyrimidin-3-one C(C=C)N1N(C2=NC(=NC=C2C1=O)NC1=CC=C(C=C1)N1CCN(CC1)C)C1=CC=C2C(=N1)[C@](CC2)(O)C(C)(F)F